3-[4-(2-hydroxyethoxy)pyridin-3-yl]-2-[4-(4-methyl-4H-1,2,4-triazol-3-yl)piperidin-1-yl]benzonitrile OCCOC1=C(C=NC=C1)C=1C(=C(C#N)C=CC1)N1CCC(CC1)C1=NN=CN1C